FC=1C=C(C=CC1C(C)C)NC(=O)N1[C@H](CCC1)C(=O)NC1=CC(=C(C=C1)C1=CC=C(C=C1)C(=O)O)C 4'-[(1-{[3-fluoro-4-(propan-2-yl)phenyl]carbamoyl}-D-prolyl)amino]-2'-methyl[1,1'-biphenyl]-4-carboxylic acid